S1C2=C(C=C1C(=O)N)C=CC=C2 benzo[b]thiopheneamide